C(C)(C)(C)OC(=O)N1CC(C1)(F)COC(=O)N1CCC(CC1)NC1=CC(=NC=2N1N=CC2C(C)C)C(F)(F)F 4-((3-isopropyl-5-(trifluoromethyl)pyrazolo[1,5-a]pyrimidin-7-yl)amino)piperidine-1-carboxylic acid (1-(tert-butyloxycarbonyl)-3-fluoroazetidine-3-yl)methyl ester